6-[2-(1-cyclopropyl-1H-pyrazol-4-yl)-6-methyl-4-morpholinyl]-8-(2,4-difluorophenyl)-3-methyl-2-(trifluoromethyl)-pyrimido[5,4-d]pyrimidin-4(3H)-one C1(CC1)N1N=CC(=C1)C1CN(CC(O1)C)C=1N=C(C=2N=C(N(C(C2N1)=O)C)C(F)(F)F)C1=C(C=C(C=C1)F)F